2-aminospiro[6H-thieno[3,4-b]thiophene-4,3'-azetidine]-3-carbonitrile methanesulfonic acid salt CS(=O)(=O)O.NC1=C(C2=C(S1)CSC21CNC1)C#N